((2S,5R)-3-(5-methoxy-1H-indol-7-yl)-1,5-dimethyl-1,2,5,6-tetrahydropyridin-2-yl)methanol COC=1C=C2C=CNC2=C(C1)C=1[C@H](N(C[C@@H](C1)C)C)CO